CC(C(CCCCCCCC)O)O 2,3-undecanediol